4-((4'-amino-3',6-difluoro-5'-nitro-[1,1'-biphenyl]-3-yl)methyl)phthalazin-1(2H)-one NC1=C(C=C(C=C1[N+](=O)[O-])C1=CC(=CC=C1F)CC1=NNC(C2=CC=CC=C12)=O)F